(5-{[2-(4-chlorophenyl)imidazo[1,2-a]pyrimidin-3-yl]methyl}-2,5-diazabicyclo[2.2.2]oct-2-yl)-(6-methoxy-3-methylpyridin-2-yl)methanone ClC1=CC=C(C=C1)C=1N=C2N(C=CC=N2)C1CN1C2CN(C(C1)CC2)C(=O)C2=NC(=CC=C2C)OC